FC1(CCC(CC1)NC(=O)N1CC=2C=CC(=NC2CC1)N1C2CN(CC1CC2)C)F N-(4,4-difluorocyclohexyl)-2-(3-methyl-3,8-diazabicyclo[3.2.1]oct-8-yl)-7,8-dihydro-1,6-naphthyridine-6(5H)-carboxamide